4-((1R,3s,5S,6r)-6-(3-(3-(difluoromethoxy)phenyl)-1-isopropyl-1H-pyrazol-5-yl)bicyclo[3.1.0]hexane-3-yl)-1,4-oxaazepane FC(OC=1C=C(C=CC1)C1=NN(C(=C1)C1[C@H]2CC(C[C@@H]12)N1CCOCCC1)C(C)C)F